ClC1=NC(=NC=C1C#N)SC 4-chloro-2-methylsulfanyl-pyrimidine-5-carbonitrile